NC1=NC(=CC(=N1)N1CCC2(C[C@H](NC2)C(=O)OCC)CC1)O[C@@H](C(F)(F)F)C1=C(C=C(C=C1)CCC)N1N=C(C=C1)C (S)-ethyl 8-(2-amino-6-((R)-2,2,2-trifluoro-1-(2-(3-methyl-1H-pyrazol-1-yl)-4-propylphenyl)ethoxy)pyrimidin-4-yl)-2,8-diazaspiro[4.5]decane-3-carboxylate